ClC1=CC=C2NC=3C=CC(=CC3C(C2=C1)(C)C)CN(C)C 1-(7-chloro-9,9-dimethyl-9,10-dihydroacridin-2-yl)-N,N-dimethylmethanamine